Cl.FC1(CC12CC(C2)N)F (3s,5s)-1,1-Difluorospiro[2.3]hexan-5-amine hydrochloride